ClC1=CC=CC=2N1C(=C(N2)C=O)CCC 5-CHLORO-3-PROPYLIMIDAZO[1,2-A]PYRIDIN-2-CARBALDEHYDE